(2R,S)-2-(3-(dimethylamino)-2,5-dioxopyrrolidin-1-yl)-N-(2-fluorobenzyl)propionamide succinate C(CCC(=O)O)(=O)O.CN([C@@H]1C(N(C(C1)=O)[C@@H](C(=O)NCC1=C(C=CC=C1)F)C)=O)C